BrC1=CC=C(C=C1)C1CC1 1-bromo-4-cyclopropylbenzene